ClC=1C2=C(SC1C(=O)C1=CC=CC3=CC=CC=C13)C=C(C=C2)F (3-chloro-6-fluorobenzo[b]thiophen-2-yl)(naphthalen-1-yl)methanone